[4-(5-fluoro-6-methoxypyridin-3-yl)-1,2,3,6-tetrahydropyridine-1-carbonyl]-6-methyl-N-(1-methylcyclopropyl)furo[2,3-d]pyrimidin-4-amine FC=1C=C(C=NC1OC)C=1CCN(CC1)C(=O)C=1N=C(C2=C(N1)OC(=C2)C)NC2(CC2)C